CN(CCC1(C(C=C(C(=C1)C(F)(F)F)NC1=NC=CC(=N1)C1=CN(C2=CC=CC=C12)C)N)NC)C 1-(2-(dimethylamino)ethyl)-N1-methyl-N4-(4-(1-methyl-1H-indol-3-yl)pyrimidin-2-yl)-5-(trifluoromethyl)benzene-1,2,4-triamine